C(C1=CC=CC=C1)OCCCOCCNC1=C(C(=C(C=C1)Br)C)[N+](=O)[O-] N-{2-[3-(benzyloxy)propoxy]ethyl}-4-bromo-3-methyl-2-nitroaniline